2-(3,4-difluorophenyl)-N-[2-[(3,4-difluorophenyl)methyl]-3-hydroxy-propyl]morpholine-4-carboxamide FC=1C=C(C=CC1F)C1CN(CCO1)C(=O)NCC(CO)CC1=CC(=C(C=C1)F)F